n-Butyl-Oxygen C(CCC)[O]